3-(3-isobutoxypropyl)urea C(C(C)C)OCCCNC(N)=O